IC=1C=C(C=CC1)C=1N=C2CC(=CC=C2C1)C(=O)N (3-iodophenyl)-7H-indole-6-carboxamide